5-(difluoromethyl)-6,8-difluoro-7-(6-fluoro-3-pyridinyl)pyrido[4,3-b]indole FC(N1C2=C(C=3C=C(C(=C(C13)F)C=1C=NC(=CC1)F)F)C=NC=C2)F